3-amino-1-[1'-[4-chloro-2-(trifluoromethyl)phenyl]-2-(2-ethoxypyridin-3-yl)spiro[6,8-dihydro-1,7-naphthyridine-5,4'-piperidine]-7-yl]propan-1-one NCCC(=O)N1CC2(CCN(CC2)C2=C(C=C(C=C2)Cl)C(F)(F)F)C=2C=CC(=NC2C1)C=1C(=NC=CC1)OCC